C(C)(C)C1CN(CCC1N)C 3-isopropyl-1-methyl-piperidin-4-amine